2-(5-(4-(hydroxymethyl)-4-phenylpiperidin-1-yl)pyridazin-3-yl)phenol OCC1(CCN(CC1)C=1C=C(N=NC1)C1=C(C=CC=C1)O)C1=CC=CC=C1